CC(CC(C)=O)=O.[Mg] magnesium (2,4-pentanedione)